2-(difluoromethoxy)-4-(4,4,5,5-tetramethyl-1,3,2-dioxaborolan-2-yl)benzaldehyde FC(OC1=C(C=O)C=CC(=C1)B1OC(C(O1)(C)C)(C)C)F